IC=1C=C(C(=O)N([C@@H](C)C2=NC=CN=C2C2=NC=CN=C2)C)C=C(C1)I 3,5-diiodo-N-methyl-N-[(1S)-1-(3-pyrazin-2-ylpyrazin-2-yl)ethyl]benzamide